icosane-1,20-diyl bis(4-(3,7-bis((2-(dimethylamino)ethyl)thio)-4,8-dimethylnonyl)-3-((2-(dimethylamino)ethyl)thio)cyclohexanecarboxylate) CN(CCSC(CCC1C(CC(CC1)C(=O)OCCCCCCCCCCCCCCCCCCCCOC(=O)C1CC(C(CC1)CCC(C(CCC(C(C)C)SCCN(C)C)C)SCCN(C)C)SCCN(C)C)SCCN(C)C)C(CCC(C(C)C)SCCN(C)C)C)C